NC1=NC(=C2N=CN(C2=N1)[C@H]1C=C[C@H](C1)COP1(OCC2=C(O1)C=CC=C2)=O)OC 2-(((1s,4r)-4-(2-amino-6-methoxy-9H-purin-9-yl)cyclopent-2-en-1-yl)methoxy)-4H-benzo[d][1,3,2]dioxaphosphin 2-oxide